2-isopropyl-8-(6-methyl-7-oxo-6,7-dihydro-1H-pyrazolo[3,4-c]pyridin-4-yl)-6-(methylsulfonyl)-2H-1,4-benzoxazin-3(4H)-one C(C)(C)C1OC2=C(NC1=O)C=C(C=C2C=2C1=C(C(N(C2)C)=O)NN=C1)S(=O)(=O)C